C(=C)(C)C1=C(C=CC=C1)C(=C)C di(isopropenyl)benzene